N-({4-bromo-1-methyl-1H-pyrazolo[4,3-c]quinolin-7-yl}methyl)-N-(4-fluoro-2-methanesulfonylphenyl)-6-methoxypyridine-3-carboxamide BrC1=NC=2C=C(C=CC2C2=C1C=NN2C)CN(C(=O)C=2C=NC(=CC2)OC)C2=C(C=C(C=C2)F)S(=O)(=O)C